methyl (7S)-7-methyl-3-[2-(morpholin-4-yl)ethyl]-2-[(2-oxo-1,2-dihydropyridin-1-yl)methyl]-3H,6H,7H,8H,9H-imidazo[4,5-f]quinoline-6-carboxylate C[C@@H]1N(C2=CC=C3C(=C2CC1)N=C(N3CCN3CCOCC3)CN3C(C=CC=C3)=O)C(=O)OC